3-(2-amino-1H-benzo[d]imidazol-6-yl)-N-benzylbenzamide NC1=NC2=C(N1)C=C(C=C2)C=2C=C(C(=O)NCC1=CC=CC=C1)C=CC2